ClC1=C(C(=CC=C1)F)N1C(C2=CC(=C(C=C2C(=C1)C(C)C)N1N=C(N(C1=O)CC)CO)F)=O (2-chloro-6-fluorophenyl)-6-(4-ethyl-3-(hydroxymethyl)-5-oxo-4,5-dihydro-1H-1,2,4-triazol-1-yl)-7-fluoro-4-isopropylisoquinolin-1(2H)-one